ClC1=C(C=CC=C1COC1=NC=2CCN(CC2C=C1)CC(=O)OCC)C1=C(C=CC=C1)F Ethyl 2-(2-((2-chloro-2'-fluoro-[1,1'-biphenyl]-3-yl)methoxy)-7,8-dihydro-1,6-naphthyridin-6(5H)-yl)acetate